(S)-(-)-2-hydroxypropionyl-amine hydrochloride Cl.O[C@H](C(=O)N)C